C1(CCC1)N1CCN(CC1)C(=O)C1=CC=C(C=C1)[C@@H]1CC2(CC(C2)C#N)CCN1CC1=C2C=CNC2=C(C=C1OC)C (2R,4s,6S)-6-(4-(4-cyclobutylpiperazine-1-carbonyl)phenyl)-7-((5-methoxy-7-methyl-1H-indol-4-yl)methyl)-7-azaspiro[3.5]nonane-2-carbonitrile